C(C1=CC=CC=C1)OC(=O)N1CCN(CC1)S(=O)(=O)C1=CC=C(C=C1)N1CC(CC1=O)N1CCN(CC1)C(=O)OC(C)(C)C Tert-butyl 4-[1-[4-(4-benzyloxycarbonylpiperazin-1-yl)sulfonylphenyl]-5-oxo-pyrrolidin-3-yl]piperazine-1-carboxylate